Cl.C(C)(C)(C)N(C(O)=O)CC(=N)N.FC(OC1=CC=C(C=C1)C1=CN=C(N1)CNC(OC(C)(C)C)=O)(F)F tert-butyl ({5-[4-(trifluoromethoxy)phenyl]-1H-imidazol-2-yl}methyl)carbamate tert-butyl-(2-amino-2-iminoethyl)carbamate hydrogen chloride